OC1(CCNCC1)C#CC1=CC2=C(OC[C@@H](C(N2C)=O)NC(C2=NC=CC(=C2)OC2=CC=CC=C2)=O)C=C1 (S)-N-(7-((4-hydroxypiperidin-4-yl)ethynyl)-5-methyl-4-oxo-2,3,4,5-tetrahydrobenzo[b][1,4]oxazepin-3-yl)-4-phenoxypicolinamide